Benzyl N-[(1S)-1-[(2S,5R)-5-azido-6-oxo-tetrahydropyran-2-yl]-2-benzyloxy-ethyl]-N-benzyl-carbamate N(=[N+]=[N-])[C@@H]1CC[C@H](OC1=O)[C@H](COCC1=CC=CC=C1)N(C(OCC1=CC=CC=C1)=O)CC1=CC=CC=C1